FC(C1=CC=C(CN2C=CC3=NC=C(C=C32)NC(C=C)=O)C=C1)(F)F N-(1-(4-(Trifluoromethyl)benzyl)-1H-pyrrolo[3,2-b]pyridin-6-yl)acrylamide